C(CCCCC)C=1C(=C(C2=C(OC(C3CCC(=CC23)C)(C)C)C1)O[C@H]1O[C@@H]([C@H]([C@@H]([C@H]1CO)O)O)O)C(=O)O 3-hexyl-6,6,9-trimethyl-1-{[(2S,3R,4R,5S,6S)-4,5,6-trihydroxy-3-(hydroxymethyl)oxan-2-yl]oxy}-6H,6aH,7H,8H,10aH-benzo[c]isochromene-2-carboxylic acid